[C@H]12[C@@H](C[C@H](CC1)N2)OC=2C=1N(C=C(N2)C=2C=NN(C2)C)N=CC1 4-(((1R,2R,4S)-7-azabicyclo[2.2.1]heptan-2-yl)oxy)-6-(1-methyl-1H-pyrazol-4-yl)pyrazolo[1,5-a]pyrazine